ClCC(=O)ON=C(N)C1CC(C1)(F)C1=CC=C(C=C1)Cl N'-(2-chloroacetoxy)-3-(4-chlorophenyl)-3-fluorocyclobutaneformamidine